2-phenyl-4,6-dihydropyrrolo[3,4-d]oxazole-5-carboxylic acid tert-butyl ester C(C)(C)(C)OC(=O)N1CC=2N=C(OC2C1)C1=CC=CC=C1